C(C)(C)(C)OC(=O)N1C[C@H]2CCC[C@@H](C1)C2=O (1R,5S)-9-oxo-3-azabicyclo[3.3.1]Nonane-3-carboxylic acid tert-butyl ester